3-bromo-N-(cyclopropylmethyl)aniline BrC=1C=C(NCC2CC2)C=CC1